N-[2-(6-acetamido-5-fluoro-1H-indol-3-yl)ethyl]acetamide methyl-4-(4-(4-((tert-butoxycarbonyl)amino)-1-methyl-1H-pyrrole-2-carboxamido)phenyl)-1-methyl-1H-pyrrole-2-carboxylate COC(=O)C=1N(C=C(C1)C1=CC=C(C=C1)NC(=O)C=1N(C=C(C1)NC(=O)OC(C)(C)C)C)C.C(C)(=O)NC1=C(C=C2C(=CNC2=C1)CCNC(C)=O)F